COC=1C=C(C=CC1OC)C12CCN(C2CC(CC1)=O)C rac-3a-(3,4-dimethoxyphenyl)-1-methyloctahydro-6H-indol-6-one